C(#N)C1=NC2=CC=C(C=C2C(=N1)N1CCNCC1)C=1C=C(C(=NC1)OC)NS(=O)(=O)C1=C(C=C(C=C1)F)F N-(5-(2-cyano-4-(piperazin-1-yl)quinazolin-6-yl)-2-methoxypyridin-3-yl)-2,4-difluorobenzenesulfonamide